(1R,2R)-N-(3-(4-cyclopropoxy-2-methoxypyridin-3-yl)-1H-pyrrolo[2,3-b]pyridin-6-yl)-2-((4-methylpiperazin-1-yl)methyl)cyclopropanecarboxamide C1(CC1)OC1=C(C(=NC=C1)OC)C1=CNC2=NC(=CC=C21)NC(=O)[C@H]2[C@@H](C2)CN2CCN(CC2)C